Cl.C(#N)C1=CC=C(C=C1)C1=NOC(=N1)N1CCC(CC1)C(=O)NCC1CN(CC1)C[C@@H]1CNCCC1 1-(3-(4-cyanophenyl)-1,2,4-oxadiazol-5-yl)-N-((1-(((S)-piperidin-3-yl)methyl)pyrrolidin-3-yl)methyl)piperidine-4-carboxamide hydrochloride